ClC1=CC=2C3CCC(C2C=C1C)C3 4-chloro-5-methyl-tricyclo[6.2.1.02,7]undeca-2(7),3,5-triene